(1R)-1-{5-[4-(trifluoromethyl)pyridin-3-yl]-1,2,4-oxadiazol-3-yl}-6-azaspiro[2.5]octane-6-sulfonamide FC(C1=C(C=NC=C1)C1=NC(=NO1)[C@@H]1CC12CCN(CC2)S(=O)(=O)N)(F)F